5-(3-(2-(dimethylamino)ethyl)-3-methylureido)-1H-indazole-3-carboxamide CN(CCN(C(NC=1C=C2C(=NNC2=CC1)C(=O)N)=O)C)C